5-(4-(1,3-Dioxolan-2-Yl)Butoxy)-2-(2,6-Dioxopiperidin-3-Yl)Isoindoline-1,3-Dione O1C(OCC1)CCCCOC=1C=C2C(N(C(C2=CC1)=O)C1C(NC(CC1)=O)=O)=O